ClC=1C(=NC(=C(C1)F)N1C(N(C(=CC1=O)C(F)(F)F)C)=O)OC=1C(=NC=CC1)OCC(=O)OCC1=CC=NC=C1 pyridin-4-ylmethyl {[3-({3-chloro-5-fluoro-6-[3-methyl-2,6-dioxo-4-(trifluoromethyl)-3,6-dihydropyrimidin-1(2H)-yl]pyridin-2-yl}oxy)pyridin-2-yl]oxy}acetate